C(CCCCCCCCCCC)N(CCCCCCCCCCCC)CCCCCCCCCCCC tri-lauryl-amine